ClC1=NC=C(C(=N1)Cl)Cl 2,4,5-trichloro-pyrimidine